N1(CC(C1)C(=O)OC)C(=O)OC(C)(C)C O1-tert-butyl O3-methyl azetidine-1,3-dicarboxylate